C(=CC)C(CCN)N propenyl-1,3-propanediamine